1-[(2S)-2-(2,3-Dimethylphenyl)pyrrolidin-1-yl]-2-(3-isopropyl-5-methyl-pyrazol-1-yl)ethanone CC1=C(C=CC=C1C)[C@H]1N(CCC1)C(CN1N=C(C=C1C)C(C)C)=O